3,4-diamino-5-hydroxy-pyridine NC=1C=NC=C(C1N)O